CNC(=O)[C@@H]1CN(CCC1)C(C(CC1=CC=C2C(=CC(OC2=C1)=O)C1=C(C=CC=C1)C)C)=O (3S)-N-methyl-1-(2-methyl-3-(2-oxo-4-(o-tolyl)-2H-chromen-7-yl)propanoyl)piperidine-3-carboxamide